tert-Butyl 4-(4-(6-amino-5-(1-(3-(methylcarbamoyl)phenyl)-6-oxo-1,6-dihydropyridazin-3-yl)pyridin-3-yl)-1H-pyrazol-1-yl)piperidine-1-carboxylate NC1=C(C=C(C=N1)C=1C=NN(C1)C1CCN(CC1)C(=O)OC(C)(C)C)C1=NN(C(C=C1)=O)C1=CC(=CC=C1)C(NC)=O